methyl 6-amino-4-(2-(((tert-butoxycarbonyl) amino) methyl)-3-ethylphenyl)-7-(3-methoxy-2,6-dimethylphenyl)-2-methyl-7H-pyrrolo[2,3-d]pyrimidine-5-carboxylate NC1=C(C2=C(N=C(N=C2C2=C(C(=CC=C2)CC)CNC(=O)OC(C)(C)C)C)N1C1=C(C(=CC=C1C)OC)C)C(=O)OC